2-[3-[4-[3-[3-amino-6-(2-hydroxyphenyl)pyridazin-4-yl]-3,8-diazabicyclo[3.2.1]oct-8-yl]-2-pyridinyl]prop-2-ynyl]-5,5-dioxo-5λ6-thia-2-azaspiro[3.4]octane-8-carboxylic acid methyl ester COC(=O)C1CCS(C12CN(C2)CC#CC2=NC=CC(=C2)N2C1CN(CC2CC1)C1=C(N=NC(=C1)C1=C(C=CC=C1)O)N)(=O)=O